ClC1=CC=C(C=C1)C(NC)C(=O)NC12CCC(C1)(C2)NC(COC2=CC(=C(C=C2)Cl)Cl)=O 2-(4-chlorophenyl)-N-{4-[2-(3,4-dichlorophenoxy)acetylamino]-bicyclo[2.1.1]Hexane-1-yl}-N2-methylglycinamide